C(C1=CC=CC=C1)N(P(C1=CC=C(C=C1)[Si](CCCC)(CCCC)CCCC)C1=CC=C(C=C1)[Si](CCCC)(CCCC)CCCC)P(C1=C(C=CC=C1)SC)C1=C(C=CC=C1)SC N-benzyl-N-(bis(2-(methylthio)phenyl)phosphaneyl)-1,1-bis(4-(tributylsilyl)phenyl)phosphanamine